tin toluene tetraiodide [I-].[I-].[I-].[I-].CC1=CC=CC=C1.[Sn+4]